1-{4-[(2R)-4-[4-chloro-2-(trifluoromethyl)benzoyl]-2-ethylpiperazin-1-yl]-2'-propoxy-[1,1'-biphenyl]-3-yl}methylamine ClC1=CC(=C(C(=O)N2C[C@H](N(CC2)C2=C(C=C(C=C2)C2=C(C=CC=C2)OCCC)CN)CC)C=C1)C(F)(F)F